(E)-4-fluoro-2-(β-(3,4,5-trimethoxyphenyl)acryloyl)-2H-1,2-oxazin-3(6H)-one FC=1C(N(OCC1)C(\C=C\C1=CC(=C(C(=C1)OC)OC)OC)=O)=O